methyl 2-[1-[6-methyl-2-morpholino-4-oxo-3-(tetrahydrofuran-3-ylmethyl)quinazolin-8-yl]ethylamino]benzoate CC=1C=C2C(N(C(=NC2=C(C1)C(C)NC1=C(C(=O)OC)C=CC=C1)N1CCOCC1)CC1COCC1)=O